tert-butyl 3',7'-di(azetidin-1-yl)-3-oxo-3H-dispiro[isobenzofuran-1,10'-dibenzo[b,e]siline-5',1''-silinane]-5-carboxylate N1(CCC1)C=1C=CC2=C(C1)[Si]1(CCCCC1)C1=C(C23OC(C2=CC(=CC=C23)C(=O)OC(C)(C)C)=O)C=CC(=C1)N1CCC1